methyl-2-(1,3,6-trimethyl-2-oxoindolin-3-yl)acetate COC(CC1(C(N(C2=CC(=CC=C12)C)C)=O)C)=O